Cl.N[C@H]1COCCC1 (R)-3-aminotetrahydropyran hydrochloride Salt